NCC=1C=C(C=C(C1)F)C=1C=NN(C1)C1=CC=C(C#N)C=C1 4-(4-(3-(aminomethyl)-5-fluorophenyl)-1H-pyrazol-1-yl)benzonitrile